2-(3,7-dimethylocta-2,6-dien-1-yl)-4-(oxetan-2-yl)-5-pentylbenzene-1,3-diol CC(=CCC1=C(C=C(C(=C1O)C1OCC1)CCCCC)O)CCC=C(C)C